C(#N)[C@H](C[C@H]1C(NCC1)=O)NC(=O)[C@H](CC(C)C)NC(=O)C1=NC2=C(N1)C=CC=C2 N-[(1S)-1-[[(1S)-1-cyano-2-[(3S)-2-oxopyrrolidin-3-yl]ethyl]carbamoyl]-3-methyl-butyl]-1H-benzimidazole-2-carboxamide